Methyltriphenyl-phosphonium chlorid [Cl-].C[P+](C1=CC=CC=C1)(C1=CC=CC=C1)C1=CC=CC=C1